[Si](C)(C)(C(C)(C)C)OC=1C(=C(C=CC1)C1=CNC(=C2N1C(C(=N2)CC=2OC=CC2)=O)CC2=CC(=CC=C2)C)F (3-((tert-Butyldimethylsilyl)oxy)-2-fluorophenyl)-2-(furan-2-ylmethyl)-8-(3-methylbenzyl)imidazo[1,2-a]pyrazin-3(7H)-one